4-[(2R,3R)-2-(2-chloro-3-methyl-phenyl)pyrrolidine-3-yl]morpholine hydrochloride Cl.ClC1=C(C=CC=C1C)[C@H]1NCC[C@H]1N1CCOCC1